CC1=C(C=C(C(=O)NCC2=NC=CC(=C2)C2=CC(=CC=C2)C2=CC=NC=C2)C=C1)S(=O)(=O)C 4-methyl-3-(methylsulfonyl)-N-((4-(3-(pyridin-4-yl)phenyl)pyridin-2-yl)methyl)benzamide